(6-(2H-1,2,3-triazol-2-yl)-5-(trifluoromethyl)pyridin-3-yl)-5-(pyridin-3-yl)-3,4-dihydro-quinoline-1(2H)-carboxamide N=1N(N=CC1)C1=C(C=C(C=N1)C1N(C2=CC=CC(=C2CC1)C=1C=NC=CC1)C(=O)N)C(F)(F)F